3-[4-(2-naphthalenyl)phenyl]-9H-carbazole C1=C(C=CC2=CC=CC=C12)C1=CC=C(C=C1)C=1C=CC=2NC3=CC=CC=C3C2C1